ethyl 1-(6-bromo-2-cyano-3-methoxyphenyl)piperidine-4-carboxylate BrC1=CC=C(C(=C1N1CCC(CC1)C(=O)OCC)C#N)OC